(S)-3-(7-bromo-2-oxo-3-(pent-3-yl)-5-(pyridin-2-yl)-2,3-dihydro-1H-benzo[e][1,4]diazepin-1-yl)propionic acid BrC1=CC2=C(N(C([C@@H](N=C2C2=NC=CC=C2)C(CC)CC)=O)CCC(=O)O)C=C1